CCC1=CC=CC=C1 1-2-ethyl-benzene